FC1=C(C=C(C=C1)F)[C@H]1N(CCC(C1)NCC)C(=O)OC(C)(C)C tert-Butyl (2S)-2-(2,5-difluorophenyl)-4-(ethylamino)piperidine-1-carboxylate